ClC1=CC(=C2C(=N1)C=C(S2)C(=O)O)N2CCOCC2 5-chloro-7-morpholinothieno[3,2-b]pyridine-2-carboxylic acid